1,8-diazabicyclo[2.2.2]octane N12CCC(CC1)NC2